FC=1C=C(C(=O)OC)C=C(C1)C1=CN=NN1CCC methyl 3-fluoro-5-(1-propyl-1H-1,2,3-triazol-5-yl)benzoate